C(C)(=O)OCCN(CC(=O)ON1C(CCC1=O)=O)CCNC(=O)OCC1C2=CC(=CC=C2C=2C=CC(=CC12)C(NCCOCCOCCOCCN=[N+]=[N-])=O)C(NCCOCCOCCOCCN=[N+]=[N-])=O 2,5-dioxopyrrolidin-1-yl N-(2-acetoxyethyl)-N-(2-((((2,7-bis((2-(2-(2-(2-azidoethoxy)ethoxy)ethoxy)ethyl)carbamoyl)-9H-fluoren-9-yl)methoxy)carbonyl)-amino)ethyl)glycinate